C(\C=C\C=C\C)(=O)[O-].[Al+3].C(\C=C\C=C\C)(=O)[O-].C(\C=C\C=C\C)(=O)[O-] aluminium sorbate